4-Amino-1-[(1R,3R,4R,7S)-1-[[bis(4-methoxyphenyl)-phenyl-methoxy]methyl]-5-(6-chloropyrimidin-4-yl)-7-hydroxy-2-oxa-5-azabicyclo[2.2.1]heptan-3-yl]-5-methyl-pyrimidin-2-one NC1=NC(N(C=C1C)[C@@H]1O[C@]2(CN([C@@H]1[C@@H]2O)C2=NC=NC(=C2)Cl)COC(C2=CC=CC=C2)(C2=CC=C(C=C2)OC)C2=CC=C(C=C2)OC)=O